ClC=1C(=CC2=C(OCO2)C1)NC(=O)N[C@@H](C)C=1N(N=CN1)C1=NC=CC=N1 1-(6-chloro-1,3-benzodioxol-5-yl)-3-[(1S)-1-(2-pyrimidin-2-yl-1,2,4-triazol-3-yl)ethyl]urea